7-methyl-5H-pyrrolo[2,3-d]Pyrimidin-6-one CN1C(CC2=C1N=CN=C2)=O